N-(3-fluoro-4-(1-isopropyl-6-bromo-1H-indazol-5-yloxy)phenyl)-6-methyl-2-oxo-1-(4-fluorophenyl)-1,2-dihydropyridine-3-carboxamide FC=1C=C(C=CC1OC=1C=C2C=NN(C2=CC1Br)C(C)C)NC(=O)C=1C(N(C(=CC1)C)C1=CC=C(C=C1)F)=O